4-(3-Amino-5-(4-(2-(dimethylamino)acetamido)-2,6-dimethylphenoxy)phenyl)-N-ethyl-6-methyl-7-oxo-6,7-dihydro-1H-pyrrolo[2,3-c]pyridine-2-carboxamide NC=1C=C(C=C(C1)OC1=C(C=C(C=C1C)NC(CN(C)C)=O)C)C=1C2=C(C(N(C1)C)=O)NC(=C2)C(=O)NCC